NC1=CC=CC=2C(C3=C(C=CC=C3C(C12)=O)S)=O 1-amino-5-mercaptoanthraquinone